(R)-1-ethynyl-N-(1-methyl-cyclopropyl)-4-((3-methyl-isoxazol-5-yl)methyl)-5-oxo-1,2,4,5-tetrahydroimidazo[1,2-a]quinazoline-7-sulfonamide C(#C)[C@@H]1CN=C2N1C1=CC=C(C=C1C(N2CC2=CC(=NO2)C)=O)S(=O)(=O)NC2(CC2)C